N-butyl-lactamide C(CCC)NC(C(O)C)=O